N=1C(=CN2C1C=CC=C2)C(C)N 1-(imidazo[1,2-a]pyridin-2-yl)ethan-1-amine